methyl 2-(bromo-methyl)-5-(hydroxymethyl)-3-(trifluoromethyl)benzoate BrCC1=C(C(=O)OC)C=C(C=C1C(F)(F)F)CO